BrC1=C2C=CC(=CC2=CC=C1O)O 5-bromo-2,6-dihydroxynaphthalene